8-(2-(3-chlorobenzylidene)hydrazineyl)-N-(3-(2-thiomorpholinoethoxy)phenyl)pyrimido[5,4-d]pyrimidin-4-amine ClC=1C=C(C=NNC2=NC=NC3=C2N=CN=C3NC3=CC(=CC=C3)OCCN3CCSCC3)C=CC1